C[C@]12N(C[C@H]([C@H](C1)OC1=NN=C(S1)C1=C(C=C(C=C1)N1C=NC=C1)O)CC2)C 2-(5-(((1R,4R,5S)-1,2-dimethyl-2-azabicyclo[2.2.2]octan-5-yl)oxy)-1,3,4-thiadiazol-2-yl)-5-(1H-imidazol-1-yl)phenol